5-amino-N-(thiazol-2-yl)-1H-pyrazole-4-carboxamide NC1=C(C=NN1)C(=O)NC=1SC=CN1